FC1(CCC(CC1)NC1=CC(=NC(=N1)C=1OC(=CC1)C)C(C)=O)F 1-(6-((4,4-difluorocyclohexyl)amino)-2-(5-methylfuran-2-yl)pyrimidin-4-yl)ethan-1-one